C(CCCCOC1=CC(=C(C=C1OC)C(=O)N1CC2(CC2)C[C@@H]1CCC(=O)O)NC(=O)OCC=C)OC1=CC(=C(C=C1OC)C(=O)N1CC2(CC2)C[C@@H]1CCC(=O)O)NC(=O)OCC=C.C(C(C)(C)C)[C@H](N)C(=O)O l-α-neopentyl-glycine Pentan-1,5-diylbis[oxy(5-methoxy-2-{[(prop-2-en-1-yloxy)carbonyl]amino}benzen-4,1-diyl)carbonyl-(6S)-5-azaspiro[2.4]heptan-5,6-diylmethanediyl]diacetate